(S)-benzyl 3-(2-((tert-butoxycarbonyl)(methyl)amino)propoxy)propionate C(C)(C)(C)OC(=O)N([C@H](COCCC(=O)OCC1=CC=CC=C1)C)C